L-cystine bis(tert-butyl ester) dihydrochloride CC(C)(C)OC(=O)[C@H](CSSC[C@@H](C(=O)OC(C)(C)C)N)N.Cl.Cl